CS(=O)C=1SC2=C(N1)SC(=C2)C(=O)OCC ethyl 2-(methylsulfinyl)thieno[2,3-d]thiazole-5-carboxylate